2-chloro-7-hydroxyquinoline-3-carbaldehyde ClC1=NC2=CC(=CC=C2C=C1C=O)O